1-(4-amino-3-methylphenyl)-2-oxo-7-(trifluoromethyl)-1,2-dihydro-1,8-naphthyridine-3-carboxylate NC1=C(C=C(C=C1)N1C(C(=CC2=CC=C(N=C12)C(F)(F)F)C(=O)[O-])=O)C